Dimethyl 1,2,6-trimethyl-4-oxo-1,4-dihydropyridine-3,5-dicarboxylate CN1C(=C(C(C(=C1C)C(=O)OC)=O)C(=O)OC)C